O1C(=CC2=C1C=CC=C2)C(N2C=CC1=CC=CC(=C21)C(=O)NC2(CC2)C21CC(C2)(C1)C(=O)O)[2H] 3-(1-(1-(Benzofuran-2-ylmethyl-d)-1H-indole-7-carboxamido)cyclopropyl)bicyclo[1.1.1]pentane-1-carboxylic acid